C(CCCCCCC)OC(C(C)C1=CC(=C(C(=C1)C(C)(C)C)O)N1N=C2C(=N1)C=CC(=C2)Cl)=O 3-(5-chloro-2H-benzotriazol-2-yl)-5-(1,1-dimethylethyl)-4-hydroxyphenylpropionic acid octyl ester